OCCCCC(C(=O)[O-])(CCCC)O hydroxybutyl-e-hydroxyhexanoate